C1CC(C=C1)CCCCCC/C=C/CCCCC(=O)O The molecule is a cyclopentenyl fatty acid composed of 6-tridecenoic acid having a 2-cyclopentenyl ring at position 13. It is a cyclopentenyl fatty acid, a long-chain fatty acid and a polyunsaturated fatty acid.